The molecule is an organosulfate oxoanion that is the conjugate base of octyl hydrogen sulfate. Isolated from Daphnia pulex, it induces morphological changes of phytoplankton Scenedesmus gutwinskii. It has a role as a Daphnia pulex metabolite, a kairomone and a marine metabolite. It is a conjugate base of an octyl hydrogen sulfate. CCCCCCCCOS(=O)(=O)[O-]